2-amino-3-methylbutyric acid (S)-(2r,3r,11br)-3-isobutyl-9,10-dimethoxy-2,3,4,6,7,11b-hexahydro-1H-pyrido[2,1-a]isoquinolin-2-yl ester dihydrochloride Cl.Cl.C(C(C)C)[C@H]1[C@@H](C[C@H]2N(CCC3=CC(=C(C=C23)OC)OC)C1)OC(C(C(C)C)N)=O